O1C[C@@H](CC1)C(C)=O (R)-1-(tetrahydrofuran-3-yl)ethan-1-one